1,1'-azobis(cyclohexanecarboxylic acid methyl) ester COC(=O)C1(CCCCC1)N=NC2(CCCCC2)C(=O)OC